diiso-propylaminomethylsilane C(C)(C)N(C(C)C)C[SiH3]